1-(oxan-3-yl)meth-anamine O1CC(CCC1)CN